C(C)(C)(C)C=1C(=CC(=C(C1)C(C)(C)C)O)C 4,6-di-tertiary butyl-3-cresol